C[C@H](C1=CC(=CC(=C1)C(F)(F)F)C(F)(F)F)OC[C@]2(CC[C@]3(CCC(=O)N3)C[NH2+]2)C4=CC=CC=C4 The molecule is an organic cation obtained by protonation of the secondary amino group of rolapitant. It is an ammonium ion derivative and an organic cation. It is a conjugate acid of a rolapitant.